CN1N=CC=2C=3C=CC=4NN=C(/C=C/C5=C(N(N=C5OCCN(CC12)C)C1C(CNC1)O)C)C4C3 4-[(17E)-5,8,15-trimethyl-11-oxa-4,5,8,13,14,20,21-heptazapentacyclo[17.5.2.02,6.012,16.022,26]hexacosa-1(25),2(6),3,12,15,17,19,22(26),23-nonaen-14-yl]pyrrolidin-3-ol